C(#N)C1=C(C=CC(=C1OC=1C=C2C(N(C=NC2=CC1)C1=CC=C(C=C1)N1CCN(CC1)C=1C=C2CN(C(C2=CC1)=O)C1C(NC(CC1)=O)=O)=O)F)NS(=O)(=O)N1C[C@@H](CC1)F (3R)-N-[2-cyano-3-[3-[4-[4-[2-(2,6-dioxo-3-piperidyl)-1-oxo-isoindolin-5-yl]piperazin-1-yl]phenyl]-4-oxo-quinazolin-6-yl]oxy-4-fluoro-phenyl]-3-fluoro-pyrrolidine-1-sulfonamide